(R)-5-(4-((1-methylpiperidin-3-yl)amino)phthalazin-1-yl)-2,3-dihydro-1H-inden-4-ol CN1C[C@@H](CCC1)NC1=NN=C(C2=CC=CC=C12)C1=C(C=2CCCC2C=C1)O